2,5-dichloro-6-fluoro-4-(5-iodo-3,4-dihydro-2H-quinolin-1-yl)quinazoline ClC1=NC2=CC=C(C(=C2C(=N1)N1CCCC2=C(C=CC=C12)I)Cl)F